(2S)-3-[(4E)-3-[(4-chlorophenyl)methyl]-2,6-dioxo-4-({4-[(pyridin-2-yl)oxy]phenyl}imino)-1,3,5-triazinan-1-yl]-2-methylpropanoic acid ClC1=CC=C(C=C1)CN/1C(N(C(N\C1=N/C1=CC=C(C=C1)OC1=NC=CC=C1)=O)C[C@@H](C(=O)O)C)=O